OC(CN1CCN(CC1)CC(C)O)C N,N'-bis((2-hydroxy)propyl)piperazine